2-(2,4-Dichloro-phenyl)-5-ethyl-1-[4-(5-hydroxy-pent-1-ynyl)-phenyl]-1H-imidazole-4-carboxylic acid piperidin-1-ylamide N1(CCCCC1)NC(=O)C=1N=C(N(C1CC)C1=CC=C(C=C1)C#CCCCO)C1=C(C=C(C=C1)Cl)Cl